COC1=C(C(=CC=C1)OC)C1=CN(C2=NC(=CC=C21)NC(=O)[C@H]2[C@@H](C2)CN2CCN(CC2)CC)COCC[Si](C)(C)C trans-N-[3-(2,6-dimethoxyphenyl)-1-{[2-(trimethylsilyl)ethoxy]methyl}pyrrolo[2,3-b]pyridin-6-yl]-2-[(4-ethylpiperazin-1-yl)methyl]cyclopropane-1-carboxamide